7-(((S)-piperidin-3-yl)amino)-1-(((S)-tetrahydrofuran-3-yl)amino)-2,6-naphthyridine-3-carbonitrile N1C[C@H](CCC1)NC1=NC=C2C=C(N=C(C2=C1)N[C@@H]1COCC1)C#N